C(C)(C)N1N=C2C(N=C(N=C2N[C@H](C)C=2C=NC3=CC=CC=C3C2)N2CCN(CC2)C(C)=O)=C1C 1-{4-[2-isopropyl-3-methyl-7-((R)-1-quinolin-3-yl-ethylamino)-2H-pyrazolo[4,3-d]pyrimidin-5-yl]-piperazin-1-yl}-ethanone